ClC1=C(C=C(OCCCN2C(=CC(=C2)N(C2=CC=CC=C2)CC2=CC(=CC=C2)Cl)C(=O)OCC)C=C1C)C ethyl 1-(3-(4-chloro-3,5-dimethylphenoxy) propyl)-4-((3-chlorobenzyl) (phenyl) amino)-1H-pyrrole-2-carboxylate